[O-2].[Ti+4].[O-2] TITANIUM OXIDE